5-(1-Chloroethyl)-2,2-dimethylbenzo[d][1,3]dioxole ClC(C)C1=CC2=C(OC(O2)(C)C)C=C1